NC1=C(C=C(C=C1F)C(=O)C1=CC=C2C(=CC=CN12)C1=CC2=C(N(C=N2)C)C=C1C(F)(F)F)F (4-amino-3,5-difluorophenyl)(8-(1-methyl-6-(trifluoromethyl)-1H-benzo[d]imidazol-5-yl)indolizin-3-yl)methanone